SC(CC(=O)O)C.SC(CC(=O)O)C.C(O)C(CC)(CO)CO trimethylolpropane bis(3-mercaptobutyrate)